C=CC1=CC=C(C=C1)S(=O)(=O)O.CN(C)C1CCCCC1 N,N-dimethylcyclohexylamine p-styrenesulfonate